C(CCCCCCCCCCCCCCCCC)(=O)OCCOC(CCCCCCCCCCCCCCCCC)=O ethylene (bis-stearate)